C(C)(C)(C)OC(=O)N1[C@H](CN(CC1)CC1=C(C(=CC(=C1)C)NC=1OC(=NN1)[C@H]1N(CC[C@H]1O)C(=O)OCC1=CC=CC=C1)C)C (2S)-4-[[3-[[5-[(2S,3R)-1-benzyloxycarbonyl-3-hydroxy-pyrrolidin-2-yl]-1,3,4-oxadiazol-2-yl]amino]-2,5-dimethyl-phenyl]methyl]-2-methyl-piperazine-1-carboxylic acid tert-butyl ester